4-[3-(methoxymethyl)azetidin-1-yl]-7,9-dimethyl-pyrido[3',2':4,5]thieno[3,2-d]pyrimidine COCC1CN(C1)C=1C2=C(N=CN1)C1=C(S2)N=C(C=C1C)C